(rac)-2-bromo-N-ethyl-6,7-dihydrospiro[pyrazolo[5,1-c][1,4]oxazine-4,3'-pyrrolidine]-1'-carboxamide BrC1=NN2C(=C1)[C@@]1(CN(CC1)C(=O)NCC)OCC2 |r|